ClC1=NC(=C2C(=N1)N(N=C2C2=CC=CC=C2)C)NCC2=CC=C(C=C2)F 6-chloro-N-(4-fluorobenzyl)-1-methyl-3-phenyl-1H-pyrazolo[3,4-d]pyrimidin-4-amine